C(OC1=CC=C(C=C1)[N+](=O)[O-])(O[C@H]1COC[C@@H]1SSC1=NC=CC=C1)=O |r| (4-nitrophenyl) [trans-(3SR,4SR)-4-(2-pyridyldisulfanyl)tetrahydrofuran-3-yl] carbonate